4-bromo-2-[5-chloro-4-nitro-2-(2-trimethylsilylethoxymethyl)pyrazol-3-yl]aniline BrC1=CC(=C(N)C=C1)C=1N(N=C(C1[N+](=O)[O-])Cl)COCC[Si](C)(C)C